Cl.Cl.NCCOC1=C(C=CC=C1)C1=CC(=CC=C1)CC1NCCC1NS(=O)(=O)CC N-(2-((2'-(2-aminoethoxy)-[1,1'-biphenyl]-3-yl)methyl)pyrrolidin-3-yl)ethanesulfonamide dihydrochloride